4-(5-bromo-2-methyl-1,2,4-triazol-3-yl)morpholine BrC=1N=C(N(N1)C)N1CCOCC1